N-(2-methoxy-2-methylpropyl)cyclohexan-1-amine COC(CNC1CCCCC1)(C)C